ClC1=CC(=NC=2N1N=C(C2)C(F)(F)F)C(F)(F)F 7-chloro-2,5-bis(trifluoromethyl)pyrazolo[1,5-a]pyrimidine